(S)-4-(sec-butylamino)-2-((4-(dimethyl-phosphoryl)-2-methoxyphenyl)amino)-7H-pyrrolo[2,3-d]pyrimidine-5-carbonitrile [C@H](C)(CC)NC=1C2=C(N=C(N1)NC1=C(C=C(C=C1)P(=O)(C)C)OC)NC=C2C#N